2-(3-{[(2R)-5,5-dimethyl-1,4-dioxan-2-yl]methoxy}pyridin-4-yl)-3-(2-ethyl-3-fluoroanilino)-1,5,6,7-tetrahydro-4H-pyrrolo[3,2-c]pyridin-4-one CC1(OC[C@H](OC1)COC=1C=NC=CC1C1=C(C=2C(NCCC2N1)=O)NC1=C(C(=CC=C1)F)CC)C